N-((2S,3R,4R,5R,6R)-2-(allyloxy)-4,5-dihydroxy-6-(hydroxymethyl)tetrahydro-2H-pyran-3-yl)-2,2,2-trifluoroacetamide C(C=C)O[C@H]1O[C@@H]([C@@H]([C@@H]([C@H]1NC(C(F)(F)F)=O)O)O)CO